ethyl 4-(6-(3,5-dimethylisoxazol-4-yl)-1H-pyrrolo[3,2-b]pyridin-1-yl)-3,5-diethoxybenzoate CC1=NOC(=C1C=1C=C2C(=NC1)C=CN2C2=C(C=C(C(=O)OCC)C=C2OCC)OCC)C